(Racemic)-Trans-2-[6-[3-(Difluoromethyl)-4-fluoro-phenyl]pyrazolo[4,3-b]pyridin-1-yl]-1-(3-fluoro-4-hydroxy-pyrrolidin-1-yl)ethanone FC(C=1C=C(C=CC1F)C=1C=C2C(=NC1)C=NN2CC(=O)N2C[C@H]([C@@H](C2)O)F)F |r|